N-(1-(1-(2,4-bis(trifluoromethyl)phenyl)ethyl)-1H-pyrazol-4-yl)-2-(pyridin-2-yl)oxazol-5-carboxamide Methyl-6-((2,6-bis(bromomethyl)pyridin-4-yl)amino)-6-oxohexanoate COC(CCCCC(=O)NC1=CC(=NC(=C1)CBr)CBr)=O.FC(C1=C(C=CC(=C1)C(F)(F)F)C(C)N1N=CC(=C1)NC(=O)C1=CN=C(O1)C1=NC=CC=C1)(F)F